CC=1N(C2=C(C=NC=3C=CC(=CC23)C=2C=C3C(=NC2)NC=C3)N1)C1=CC=C(C=C1)C(F)(F)F 2-methyl-8-(1H-pyrrolo[2,3-b]pyridin-5-yl)-1-(4-(trifluoromethyl)phenyl)-1H-imidazo[4,5-c]quinoline